C[SiH2]C1=CC=C(C=C1)[SiH2]C 1,4-dimethylsilylbenzene